2,2-bis(4-aminophenyl)trifluoromethyl-propane NC1=CC=C(C=C1)C(CC(F)(F)F)(C)C1=CC=C(C=C1)N